CN(C(=O)N1CCC(CC1)N1N=CC(=C1)C=1N=C(C=2N(C1)N=CC2)C=2C=NN(C2)C(CC)CC)C N,N-dimethyl-4-(4-(4-(1-(pentan-3-yl)-1H-pyrazol-4-yl)pyrazolo[1,5-a]pyrazin-6-yl)-1H-pyrazol-1-yl)piperidine-1-carboxamide